ClC1=C(C=C(C=C1)N1COC(=N1)C(F)F)F 3-(4-chloro-3-fluorophenyl)-5-(difluoromethyl)-1,3,4-oxadiazole